BrCC(C(CCCCS(=O)(=O)N(CC1=CC=C(C=C1)OC)CC1=CC=C(C=C1)OC)C1=CC=CC=C1)=O 7-bromo-N,N-bis(4-methoxybenzyl)-6-oxo-5-phenylheptane-1-sulfonamide